phthalic acid ammonium salt [NH4+].C(C=1C(C(=O)[O-])=CC=CC1)(=O)[O-].[NH4+]